6-bromo-N-((1r,3r)-3-methoxycyclobutyl)-2-(1-methyl-1H-imidazol-2-yl)-5-(pyridin-2-yl)pyrrolo[2,1-f][1,2,4]triazin-4-amine BrC=1C(=C2C(=NC(=NN2C1)C=1N(C=CN1)C)NC1CC(C1)OC)C1=NC=CC=C1